carbon-aluminum salt [Al].[C]